methyl 3-(1,4-dimethyl-1H-benzo[d][1,2,3]triazol-5-yl)-3-(3-(((R)-2-ethyl-2,3-dihydro-[1,4]oxazepino[7,6-f]quinolin-4(5H)-yl)methyl)-4-methylphenyl)-2,2-dimethylpropanoate CN1N=NC2=C1C=CC(=C2C)C(C(C(=O)OC)(C)C)C2=CC(=C(C=C2)C)CN2C[C@H](OC1=C3C=CC=NC3=CC=C1C2)CC